2-(2-chloro-2-oxo-ethyl)sulfanylbutanedioyl dichloride ClC(CSC(C(=O)Cl)CC(=O)Cl)=O